COC=1C=C(C=CC1OC)C1=CN=C2SC(=NN21)NCCC2=CC=C(C=C2)S(=O)(=O)N 4-[2-[[5-(3,4-dimethoxyphenyl)imidazo[2,1-b][1,3,4]thiadiazol-2-yl]amino]ethyl]benzene-sulfonamide